1-AMINO-1-CYCLOPROPANECARBOXYLIC ACID HYDROCHLORIDE Cl.NC1(CC1)C(=O)O